COC1=CC=C(C=C1)C1=CC=C(C(=O)NC2=CC=C(C=C2)[C@H]2[C@@H](C2)N)C=C1 trans-4-(4-methoxyphenyl)-N-(4-(2-aminocyclopropyl)phenyl)-benzamide